C(C)(=O)O[C@H](C=O)[C@H](OC(C)=O)[C@H](OC(C)=O)C(OC(C)=O)C#C 5-ethynylarabinose Tetraacetate